FC1(C[C@H](CC1)[C@H](C(=O)NC1=NC(=NS1)C)C1=CC=C(C=C1)C=1N=NN(N1)C)F (S)-2-((S)-3,3-Difluorocyclopentyl)-N-(3-methyl-1,2,4-thiadiazol-5-yl)-2-(4-(2-methyl-2H-tetrazol-5-yl)phenyl)acetamide